N-(3-Fluorophenyl)-N-[1-(2-phenylethyl)-4-piperidinyl]-propanamide FC=1C=C(C=CC1)N(C(CC)=O)C1CCN(CC1)CCC1=CC=CC=C1